tert-Butyl 4-(2-(((2S,4R)-4-hydroxy-1-(3-methyl-2-(4-methyl-1H-pyrazol-1-yl)butanoyl)pyrrolidine-2-carboxamido) methyl)-5-(4-methylthiazol-5-yl)phenoxy)piperidine-1-carboxylate O[C@@H]1C[C@H](N(C1)C(C(C(C)C)N1N=CC(=C1)C)=O)C(=O)NCC1=C(OC2CCN(CC2)C(=O)OC(C)(C)C)C=C(C=C1)C1=C(N=CS1)C